2-[(2R,5R)-3-[tert-butyl(dimethyl)silyl]oxy-5-(2,4-dioxopyrimidin-1-yl)-4-methoxy-tetrahydrofuran-2-yl]ethyl-4-methylbenzenesulfonate [Si](C)(C)(C(C)(C)C)OC1[C@H](O[C@H](C1OC)N1C(NC(C=C1)=O)=O)CCOS(=O)(=O)C1=CC=C(C=C1)C